BrC1=CC(=NC=C1C)C(=O)OC methyl 4-bromo-5-methyl-pyridine-2-carboxylate